(R)-3-(2-(5-(hydroxymethyl)furan-2-yl)-6-(benzenesulfonyl)imidazo[4,5-d]pyrrolo[2,3-b]pyridin-1(6H)-yl)-N-(2,2,2-trifluoroethyl)pyrrolidine-1-carboxamide OCC1=CC=C(O1)C1=NC=2C(=C3C(=NC2)N(C=C3)S(=O)(=O)C3=CC=CC=C3)N1[C@H]1CN(CC1)C(=O)NCC(F)(F)F